6,7-difluoro-3-chloroindol-2-one FC=1C=CC2=C(C(N=C2C1F)=O)Cl